N1(N=CC=C1)C1=CC(=NC=N1)N1N=CN=C1[C@H](C)NC(OC(C)(C)C)=O tert-butyl N-[(1S)-1-[2-(6-pyrazol-1-ylpyrimidin-4-yl)-1,2,4-triazol-3-yl]ethyl]carbamate